C1(=CCCC1)C1=CN=CC2=C1N=C(N=C2)NC2=C(C=C(C=C2)N2CCN(CC2)C)OC 8-(cyclopent-1-en-1-yl)-N-(2-methoxy-4-(4-methylpiperazin-1-yl)phenyl)pyrido[4,3-d]Pyrimidine-2-amine